tert-butyl (1R,3S,5S)-3-((6-(4-hydroxyphenyl)imidazo[1,5-a]pyridin-8-yl)oxy)-8-azabicyclo[3.2.1]octane-8-carboxylate OC1=CC=C(C=C1)C=1C=C(C=2N(C1)C=NC2)OC2C[C@H]1CC[C@@H](C2)N1C(=O)OC(C)(C)C